1-[3-(difluoromethoxy)-2-[[2-methyl-4-(1-methylpyrazol-3-yl)phenoxy]methyl]phenyl]-4-methyl-tetrazol-5-one FC(OC=1C(=C(C=CC1)N1N=NN(C1=O)C)COC1=C(C=C(C=C1)C1=NN(C=C1)C)C)F